Cl[Pt](O)(O)Cl dichlorodihydroxyplatinum (IV)